C1=CC=CC2=CC3=CC=CC=C3C(=C12)O 9-Anthrol